tert-butyl N-(5-bromo-6-fluoropyridin-2-yl)-N-methylcarbamate BrC=1C=CC(=NC1F)N(C(OC(C)(C)C)=O)C